COC(=O)C1(CCOCC1)C1=NC(=NC=C1)NS(=O)(=O)C1CC1 4-(2-(cyclopropanesulfonylamino)pyrimidin-4-yl)tetrahydro-2H-pyran-4-carboxylic acid methyl ester